(R)-N-(2-(4-Cyanothiazolidin-3-yl)-2-oxoethyl)-6-(3-fluoro-3-phenyl-azaCyclobutan-1-yl)quinoline-4-carboxamide C(#N)[C@H]1N(CSC1)C(CNC(=O)C1=CC=NC2=CC=C(C=C12)N1CC(C1)(C1=CC=CC=C1)F)=O